1-(5-{[(5-chlorothiophen-2-yl)methyl]amino}-3-{1-[2-(morpholin-4-yl)acetyl]piperidin-4-yl}-1H-pyrazol-1-yl)-3-hydroxy-2,2-dimethylpropan-1-one ClC1=CC=C(S1)CNC1=CC(=NN1C(C(CO)(C)C)=O)C1CCN(CC1)C(CN1CCOCC1)=O